1-(cyclopropylmethyl)-1H-pyrazol-4-amine C1(CC1)CN1N=CC(=C1)N